7-bromo-6-chloro-N-(5-chloro-1-cyclopropyl-1H-pyrazol-4-yl)quinazolin-2-amine BrC1=C(C=C2C=NC(=NC2=C1)NC=1C=NN(C1Cl)C1CC1)Cl